C(C(=C)C)(=O)OC(C(C(F)(F)F)(C(F)F)F)(F)F Octafluoroisobutyl methacrylate